7-cyclopropoxy-N-(1-((1S,2R)-2-fluorocyclopropyl)-2-oxo-1,2-dihydropyridin-3-yl)-2-(1-methyl-2-oxabicyclo[2.1.1]hex-4-yl)imidazo[1,2-a]pyridine-6-carboxamide C1(CC1)OC1=CC=2N(C=C1C(=O)NC=1C(N(C=CC1)[C@@H]1[C@@H](C1)F)=O)C=C(N2)C21COC(C2)(C1)C